2-isopropylthioxanthone sulfonium hexafluorophosphate F[P-](F)(F)(F)(F)F.[SH3+].C(C)(C)C1=CC=2C(C3=CC=CC=C3SC2C=C1)=O